FC(C1=CC(=NC=C1)C(=O)NC=1SC2=C(N1)C=CC(=C2)C(=O)O)(F)F 2-(4-(trifluoromethyl)picolinamido)benzo[d]thiazole-6-carboxylic acid